FC1(CC(C1)C(=O)NC=1SC2=C(N1)C=CC(=C2)C2=C(C=CC=C2C)F)F 3,3-difluoro-N-(6-(2-fluoro-6-methylphenyl)benzo[d]thiazol-2-yl)cyclobutane-1-carboxamide